N-methylthiazol-5-amine CNC1=CN=CS1